(R)-(5-(7-chloro-8-((2,2-difluoro-1-(2-fluorophenyl)ethyl)amino)-3-fluoro-6-methyl-1,5-naphthyridin-2-yl)pyridin-2-yl)dimethylphosphine oxide ClC1=C(N=C2C=C(C(=NC2=C1N[C@@H](C(F)F)C1=C(C=CC=C1)F)C=1C=CC(=NC1)P(C)(C)=O)F)C